OC1=C(C(N(C=C1C)C)=O)NC(N[C@@H](CC(=O)O)C=1C(=C(C=CC1)C1=CC=CC=C1)C)=O (S)-3-(3-(4-hydroxy-1,5-dimethyl-2-oxo-1,2-dihydropyridin-3-yl)ureido)-3-(2-methylbiphenyl-3-yl)propionic acid